2-trifluoroethyl-N-methylpiperidine-4-carboxamide hydrochloride Cl.FC(CC1NCCC(C1)C(=O)NC)(F)F